ClC1=CC2=C(N(C(N=C2N2[C@H](CN([C@@H](C2)C)C(C=C)=O)C)=O)C=2C(=NC=CC2C)C(C)C)N=C1C=1C=CC=C2CC(NC12)=O (M)-6-Chloro-4-[(2S,5R)-2,5-dimethyl-4-prop-2-enoyl-piperazin-1-yl]-1-(2-isopropyl-4-methyl-3-pyridyl)-7-(2-oxoindolin-7-yl)pyrido[2,3-d]pyrimidin-2-one